benzyl (1S,4S,5R)-5-[[5-cyclopropyl-3-(2,6-dichlorophenyl)-1,2-oxazol-4-yl]methoxy]-2-azabicyclo[2.2.1]heptane-2-carboxylate C1(CC1)C1=C(C(=NO1)C1=C(C=CC=C1Cl)Cl)CO[C@H]1[C@@H]2CN([C@H](C1)C2)C(=O)OCC2=CC=CC=C2